N=1N(N=C2C1C=CC=C2)C=2C=C(C=C(C2O)C(C)(C)C)CCC(=O)O β-[3-(2H-benzotriazole-2-yl)-4-hydroxy-5-tert-butyl-phenyl]-propionic acid